COC1=CC=C(CN2C3=C(C(=CC2=O)OCOC)OC=C3)C=C1 4-(4-methoxybenzyl)-7-methoxymethoxyfuro[3,2-b]pyridin-5(4H)-one